2,2-dimethyl-7-(pyrrolidin-1-yl)-2H-chromen-3-carbaldehyde CC1(OC2=CC(=CC=C2C=C1C=O)N1CCCC1)C